(+-)-1-((6-(dimethylphosphoryl)pyridin-3-yl)carbamoyl)-6-azaspiro[2.5]octane-6-carboxylic acid CP(=O)(C)C1=CC=C(C=N1)NC(=O)[C@@H]1CC12CCN(CC2)C(=O)O |r|